3-aminopropyl-bis[3-(tert-butoxycarbonylamino)propyl]-(2-tert-butoxy-2-oxo-ethyl)ammonium NCCC[N+](CC(=O)OC(C)(C)C)(CCCNC(=O)OC(C)(C)C)CCCNC(=O)OC(C)(C)C